BrCC1=CC=C(C=C1)OC 1-(bromomethyl)-4-methoxy-benzene